C(C)(C)(C)OC(NCC(CO)CO)=O tert-Butyl-[3-hydroxy-2-(hydroxymethyl)propyl]carbamate